acrylic tricyclo[5.2.1.02,6]dec-8-yl ester C12C3CCCC3C(C(C1)OC(C=C)=O)C2